S(=O)(=O)(O)[Se]S(=O)(=O)O.[Ta] tantalum sulfoselenide